COC1=NC(=CC=C1CO)C1=NN(C=C1)C1OCCCC1 (2-Methoxy-6-(1-(tetrahydro-2H-pyran-2-yl)-1H-pyrazol-3-yl)pyridin-3-yl)methanol